[Cl-].[Cl-].[Zn+2].C1(=CC=CC=C1)P(C1=CC=CC=C1)C1=CC=CC=C1.C1(=CC=CC=C1)P(C1=CC=CC=C1)C1=CC=CC=C1 di(triphenylphosphine) zinc dichloride